CN(S(=O)(=O)C=1C=C(C=CC1)NC(CN1CCN(CC1)C1=C2C(NC=N1)=NC=C2)=O)C N-[3-(dimethylsulfamoyl)phenyl]-2-(4-{1H-pyrrolo[2,3-d]pyrimidin-4-yl}piperazin-1-yl)acetamide